C=C1OC1 methyleneoxirane